2-(4-cyclopropyl-6-methoxypyrimidin-5-yl)-5-fluoro-N-(4-(5-methyl-3-(trifluoromethyl)-1H-pyrazol-1-yl)benzyl)-7H-pyrrolo[2,3-d]pyrimidin-4-amine C1(CC1)C1=NC=NC(=C1C=1N=C(C2=C(N1)NC=C2F)NCC2=CC=C(C=C2)N2N=C(C=C2C)C(F)(F)F)OC